4-[2-(Oxazol-2-ylamino)-4-pyridyl]-6-[3-(trifluoromethyl)morpholin-4-yl]-1H-pyridin-2-one O1C(=NC=C1)NC1=NC=CC(=C1)C1=CC(NC(=C1)N1C(COCC1)C(F)(F)F)=O